tert-butyl 4-((1r,4r)-4-(5-(3-cyanopyrrolo[1,2-b]pyridazine-7-carboxamido)-6-methoxy-2H-indazol-2-yl)cyclohexyl)piperazine-1-carboxylate C(#N)C1=CC=2N(N=C1)C(=CC2)C(=O)NC2=CC1=CN(N=C1C=C2OC)C2CCC(CC2)N2CCN(CC2)C(=O)OC(C)(C)C